1-tert-butyl 2-ethyl 3-oxopyrrolidine-1,2-dicarboxylate O=C1C(N(CC1)C(=O)OC(C)(C)C)C(=O)OCC